6-{[2-(4,6-difluoro-2-pyridinyl)benzyl]oxy}hexanal FC1=CC(=NC(=C1)F)C1=C(COCCCCCC=O)C=CC=C1